3-(4-fluorophenyl)-3-(methoxy-d3)azetidine-1-carboxylic acid tert-butyl ester C(C)(C)(C)OC(=O)N1CC(C1)(OC([2H])([2H])[2H])C1=CC=C(C=C1)F